[O-]Cl(=O)(=O)=O The molecule is a monovalent inorganic anion obtained by deprotonation of perchloric acid. It is a monovalent inorganic anion and a chlorine oxoanion. It is a conjugate base of a perchloric acid.